4-(naphthalen-1-ylcarbamoyl)-3,4-dihydronaphthalen-2,2(1H)-dicarboxylic acid diethyl ester C(C)OC(=O)C1(CC2=CC=CC=C2C(C1)C(NC1=CC=CC2=CC=CC=C12)=O)C(=O)OCC